2-(3-hydroxypropyl)-5-methyl-4-oxo-4H,4aH-thieno[2,3-d]Pyrimidine-6-carboxylic acid OCCCC1=NC(C2C(=N1)SC(=C2C)C(=O)O)=O